IC1=C(C#N)C=C(C=C1C(F)(F)F)C(F)(F)F 2-Iodo-3,5-bis(trifluoromethyl)benzonitrile